3-({[(1R)-6-[(3-methylphenyl)thio]-1,2,3,4-tetrahydronaphthalen-1-yl]methyl}amino)pyridine-4-carboxylic acid methyl ester COC(=O)C1=C(C=NC=C1)NC[C@@H]1CCCC2=CC(=CC=C12)SC1=CC(=CC=C1)C